C(CCCCCCCCCCCCCCCCC)N(C)CC(=O)O N-stearyl-sarcosine